FC1=CC=C(C=C1)C(C(=NO)C1=CC=C(C=C1)F)=O 1,2-bis(4-fluorophenyl)-2-oximino-1-ethanone